(S)-N-(1-(4-fluorophenyl)ethyl)-4-hydroxy-6-(4-methoxyphenyl)-1-(2-morpholinoethyl)-2-oxo-1,2-dihydro-1,8-naphthyridine-3-carboxamide FC1=CC=C(C=C1)[C@H](C)NC(=O)C=1C(N(C2=NC=C(C=C2C1O)C1=CC=C(C=C1)OC)CCN1CCOCC1)=O